NC1=C(C(=O)NC2CCC(CC2)O)C=C(C=N1)C1=CC=C(C=C1)C12CN(CC2C1)CC#C 2-amino-N-(4-hydroxycyclohexyl)-5-(4-(3-(prop-2-yn-1-yl)-3-azabicyclo[3.1.0]hex-1-yl)phenyl)nicotinamide